4-benzyl-7-fluoro-6-methoxychroman C(C1=CC=CC=C1)C1CCOC2=CC(=C(C=C12)OC)F